[6-(2-chloro-5-fluorophenyl)-3-(2,2-difluoroethyl)-2-methyl-8-oxo-7,8-dihydro-6H-pyrrolo[4,3-g]indazol-5-yl]-6-fluoronaphthalene-1-carboxamide ClC1=C(C=C(C=C1)F)C1NC(C2=C1C(=CC1=C(N(N=C21)C)CC(F)F)C2=C(C1=CC=C(C=C1C=C2)F)C(=O)N)=O